FC1=CC=C(OC[C@@H]2N(C3CC([C@@H]2C)C3)C(C3=C(C=CC(=C3)C)C3=NC=CC=N3)=O)C=C1 (3R,4S)-3-(4-Fluorophenoxymethyl)-4-methyl-2-[5-methyl-2-(pyrimidin-2-yl)benzoyl]-2-azabicyclo[3.1.1]heptan